Cl.Cl.C1(=CCCC2=CC=CC=C12)CNC1CN2CCC1CC2 N-[(3,4-dihydronaphthalen-1-yl)methyl]quinuclidin-3-amine dihydrochloride